C(C(=C)C)(=O)OCC(C(C)OCCC[Si](O[Si](O[Si](CC)(CC)C)(CC)CC)(CC)CC)O 3-[3-(5-methyl-1,1,3,3,5,5-hexaethyl-1-trisiloxanyl)propoxyl]-2-hydroxylbutyl methacrylate